COC(C1=CC(=NC=C1)P(=O)(C1=CC=CC=C1)C1=CC=CC=C1)=O 2-(diphenylphosphoryl)isonicotinic acid methyl ester